tert-butyl (2S,6R)-4-(4-(6-amino-5-(1-oxo-1,2,3,4-tetrahydroisoquinolin-6-yl)pyridin-3-yl)phenyl)-2,6-dimethylpiperazine-1-carboxylate NC1=C(C=C(C=N1)C1=CC=C(C=C1)N1C[C@@H](N([C@@H](C1)C)C(=O)OC(C)(C)C)C)C=1C=C2CCNC(C2=CC1)=O